(S)-tert-butyl 3-(((9H-fluoren-9-yl) methoxy) carbonylamino)-4-(3-((R)-3-(3,4-dimethoxyphenyl)-1-hydroxypropyl) phenylamino)-4-oxobutanoate C1=CC=CC=2C3=CC=CC=C3C(C12)COC(=O)N[C@@H](CC(=O)OC(C)(C)C)C(=O)NC1=CC(=CC=C1)[C@@H](CCC1=CC(=C(C=C1)OC)OC)O